N2-(2-methoxy-4-(1-methyl-1H-pyrazol-4-yl)phenyl)-N8-(oxetan-2-ylmethyl)pyrido[3,4-d]pyrimidine-2,8-diamine COC1=C(C=CC(=C1)C=1C=NN(C1)C)NC=1N=CC2=C(N1)C(=NC=C2)NCC2OCC2